N-((R)-6-cyanochroman-3-yl)-2-(2-(cyclopropylmethoxy)ethyl)-2,3-dihydropyrazolo[5,1-b]oxazole-6-carboxamide C(#N)C=1C=C2C[C@H](COC2=CC1)NC(=O)C1=NN2C(OC(C2)CCOCC2CC2)=C1